O1CC(C1)OCC(=O)N[C@H](C(=O)N)C (S)-2-(2-(oxetane-3-yloxy)acetamido)propanamide